FC1(CNCCC1CO)F (3,3-difluoro-4-piperidinyl)methanol